S1C(=NC2=C1C=CC=C2)NC(=O)C=2C=CC=C1CCN(CC21)C=2SC=C(N2)C(=O)OCC ethyl 2-(8-(benzo[d]thiazol-2-ylcarbamoyl)-3,4-dihydroisoquinolin-2(1H)-yl)thiazole-4-carboxylate